C(C)OC1=NC2=CC(=C(C=C2C(=C1C(=O)NCC1=CC(=CC=C1)F)OC)F)F 2-ethoxy-6,7-difluoro-N-[(3-fluorophenyl)-methyl]-4-methoxy-quinoline-3-carboxylic acid amide